C(#N)C=1C=C(C=CC1F)NC(=O)C1=C(C(=C2CCCN12)C(C(NCC#C)=O)=O)C N-(3-cyano-4-fluoro-phenyl)-2-methyl-1-[2-oxo-2-(prop-2-ynylamino)acetyl]-6,7-dihydro-5H-pyrrolizine-3-carboxamide